2-propenoyl-1,2,3,4-tetrahydro-beta-carboline C(C=C)(=O)N1CC=2NC3=CC=CC=C3C2CC1